bicycloheptanedicarboxylic acid, anhydride C12(C(CCCCC1)C(=O)OC2=O)C2CCCCCC2